Oxetan-3-yl-(4-(5-bromothiazol-2-yl) cyclohexyl) carbamate C(N)(OC1(CCC(CC1)C=1SC(=CN1)Br)C1COC1)=O